Butanoic acid, phenylmethyl ester C(CCC)(=O)OCC1=CC=CC=C1